tert-butyl (2-bromo-4-((2-methyl-2H-indazol-5-yl)carbamoyl)thiazol-5-yl)carbamate BrC=1SC(=C(N1)C(NC1=CC2=CN(N=C2C=C1)C)=O)NC(OC(C)(C)C)=O